FC1=C(C(=CC=C1)F)S(=O)(=O)NC=1C(=NC=C(C1)C=1C=CC=2N=CN=C(C2N1)N1CCN(CC1)C(\C=C\COC)=O)OC (E)-2,6-difluoro-N-(2-methoxy-5-(4-(4-(4-methoxybut-2-enoyl)piperazin-1-yl)pyridino[3,2-d]pyrimidin-6-yl)pyridin-3-yl)benzene-sulfonamide